C(C)(C)(C)OC(=O)NC1=C(C(=O)O)C=C(C=C1)I 2-((tert-butoxycarbonyl)amino)-5-iodobenzoic acid